3-[(1R)-1-(4,4-diethyl-2-imino-6-oxo-hexahydropyrimidin-1-yl)ethyl]-N-[(1R,2R)-2-hydroxy-2-methyl-indan-1-yl]benzamide C(C)C1(NC(N(C(C1)=O)[C@H](C)C=1C=C(C(=O)N[C@H]2[C@](CC3=CC=CC=C23)(C)O)C=CC1)=N)CC